(S)-2-Methyl-N-(1-(7-(1-methyl-1H-pyrazol-5-yl)quinolin-5-yl)cyclopropyl)-5-((1-methylazetidin-2-yl)methoxy)benzamide CC1=C(C(=O)NC2(CC2)C2=C3C=CC=NC3=CC(=C2)C2=CC=NN2C)C=C(C=C1)OC[C@H]1N(CC1)C